CS(=O)(=O)N1CC(C1)CNC(C1=CC=CC=C1)=O N-((1-(methylsulfonyl)azetidin-3-yl)methyl)benzamide